C(C)OC(=O)C=1C(=NC(=NC1C(F)(F)F)N)C 2-Amino-4-methyl-6-(trifluoromethyl)pyrimidine-5-carboxylic acid ethyl ester